N-[(1R,3S)-3-([1,2,4]triazolo[4,3-a]pyridin-3-yl)cyclohexyl]-5-(trifluoromethyl)-4-vinyl-pyrimidin-2-amine N=1N=C(N2C1C=CC=C2)[C@@H]2C[C@@H](CCC2)NC2=NC=C(C(=N2)C=C)C(F)(F)F